(E)-5-[4-[bis(2-hydroxyethyl)amino]styryl]thiophene-2-carbaldehyde OCCN(C1=CC=C(/C=C/C2=CC=C(S2)C=O)C=C1)CCO